COC1=CC=C2C=NN(C2=C1NS(=O)(=O)C=1C=NN(C1)C1=NC=CC(=C1)C1OCC1)C N-(6-methoxy-1-methyl-1H-indazol-7-yl)-1-(4-(oxetan-2-yl)pyridin-2-yl)-1H-pyrazole-4-sulfonamide